C(C)(C)(C)OC(=O)N(C(OC(C)(C)C)=O)C1=NOC2=C1C(=CC(=C2)O)OC tert-Butyl (tert-butoxycarbonyl)(6-hydroxy-4-methoxybenzo[d]isoxazol-3-yl)carbamate